ClC1=CC=C(N=N1)OCC(=O)N1CCS(CC1)(=O)=O 2-(6-chloropyridazin-3-yl)oxy-1-(1,1-dioxo-1,4-thiazinan-4-yl)ethanone